2-[(piperidin-3-yl)amino]-5-(trifluoromethyl)pyrimidin N1CC(CCC1)NC1=NC=C(C=N1)C(F)(F)F